C(CCCCCCCCCCC)SCCNCCSCCCCCCCCCCCC Bis(2-dodecylthioethyl)amine